C(C)(C)(C)OC(=O)C=1NC=CC1CCN[C@H](C(=O)N1C[C@]2(C[C@H]1C#N)C(NC1=CC=CC=C12)=O)CC1CC1 3-(2-(((S)-1-((3r,5'S)-5'-cyano-2-oxospiro[indol-3,3'-pyrrolidin]-1'-yl)-3-cyclopropyl-1-oxopropan-2-yl)amino)ethyl)-1H-pyrrole-2-carboxylic acid tert-butyl ester